C(CCCCCCCCCCC)(=O)OCC(O)CO monoglycerol monododecanoate